8-(2,3-Dichlorophenyl)-7-methylimidazo[1,2-c]pyrimidin ClC1=C(C=CC=C1Cl)C=1C=2N(C=NC1C)C=CN2